(2S)-N-(4-fluorophenyl)-2-{1-[(2R)-oxane-2-carbonyl]-1,2,3,4-tetrahydroquinolin-6-yl}propanamide FC1=CC=C(C=C1)NC([C@@H](C)C=1C=C2CCCN(C2=CC1)C(=O)[C@@H]1OCCCC1)=O